tert-butyl (S)-2-((tert-butoxycarbonyl)amino)-3-(2-cyanoimidazo[1,2-a]pyrimidin-6-yl)propanoate C(C)(C)(C)OC(=O)N[C@H](C(=O)OC(C)(C)C)CC=1C=NC=2N(C1)C=C(N2)C#N